7-((2R,3R,4S,5R)-5-((bis(4-methoxyphenyl)(phenyl)methoxy)methyl)-3,4-dihydroxytetrahydrofuran-2-yl)-5-fluoro-3H-pyrrolo[2,3-d]pyrimidin-4(7H)-one COC1=CC=C(C=C1)C(OC[C@@H]1[C@H]([C@H]([C@@H](O1)N1C=C(C2=C1N=CNC2=O)F)O)O)(C2=CC=CC=C2)C2=CC=C(C=C2)OC